NC=1C2=C(N=CN1)N(C(=C2C2=CC=C(C=C2)OC2=CC=CC=C2)C#CC2CN(C2)C2CCN(CC2)C(C(=C)C)=O)C 1-(4-(3-((4-amino-7-methyl-5-(4-phenoxyphenyl)-7H-pyrrolo[2,3-d]pyrimidin-6-yl)ethynyl)azetidin-1-yl)piperidin-1-yl)-2-methylprop-2-en-1-one